N[C@@H](C)C=1C=C(C=CC1)C=1C(=NC(=C(N1)C)C1=C(C(=CC=C1)Cl)Cl)CO (S)-(3-(3-(1-aminoethyl)phenyl)-6-(2,3-dichlorophenyl)-5-methylpyrazin-2-yl)methanol